[N+](=O)([O-])C1=CC=CC=2N(C=NC21)COCC[Si](C)(C)C 4-nitro-1-((2-(trimethylsilyl)ethoxy)methyl)-1H-benzo[d]imidazole